cresyl-sulfate C1(=CC=C(C=C1)C)OS(=O)(=O)[O-]